Cl.C(C)OC(=O)C12C(CC(CC1)(CC2)N)=O 4-amino-2-oxobicyclo[2.2.2]octane-1-carboxylic acid ethyl ester hydrochloride